O=C1NC(CCC1N1CC2=CC=C(C=C2C1=O)CNC(OCCC1CC2(C1)CCC2)=O)=O 2-(spiro[3.3]heptan-2-yl)ethyl ((2-(2,6-dioxopiperidin-3-yl)-3-oxoisoindolin-5-yl)methyl)carbamate